CC(C)(C)[S@@](=O)N[C@@H]1C[C@H](CC12CCN(CC2)C(=O)OCC2=CC=CC=C2)C (1R,3S)-benzyl 1-((R)-1,1-dimethylethylsulfinamido)-3-methyl-8-azaspiro[4.5]decane-8-carboxylate